2-(5-Amino-4-methoxypyrazolo[1,5-a]pyridin-3-yl)acetamide hydrochloride Cl.NC1=C(C=2N(C=C1)N=CC2CC(=O)N)OC